C(C)(C)OC1=CC=C(C=N1)CN1C2CN(CC1C2)C2=CC=C(C=N2)C2=NC1=CC=CC=C1C(=N2)NC2=NNC(=C2)C 2-(6-(6-((6-isopropoxypyridin-3-yl)methyl)-3,6-diazabicyclo[3.1.1]heptan-3-yl)pyridin-3-yl)-N-(5-methyl-1H-pyrazol-3-yl)quinazolin-4-amine